2-amino-8-(isopropylamino)pyrido[3,4-d]pyrimidine-6-carbonitrile NC=1N=CC2=C(N1)C(=NC(=C2)C#N)NC(C)C